1-isopropyl-N-(5-(4-methylpiperazin-1-yl)pyridin-2-yl)-1H-imidazo[4,5-H]quinazolin-8-amine C(C)(C)N1C=NC=2C=CC=3C=NC(=NC3C21)NC2=NC=C(C=C2)N2CCN(CC2)C